N1C=NC(=C1)C=1C=C(C=CC1NCC1=CC=C(C=C1)C(F)(F)F)S(=O)(=O)NC 3-(1H-Imidazol-4-yl)-N-methyl-4-[[4-(trifluoromethyl)phenyl]methylamino]benzenesulfonamide